(S)-5-(8-(3,3-difluoro-4-(pyridin-2-yloxy)pyrrolidin-1-yl)imidazo[1,2-b]pyridazin-6-yl)pyrimidine-2,4(1H,3H)-dione FC1(CN(C[C@@H]1OC1=NC=CC=C1)C=1C=2N(N=C(C1)C=1C(NC(NC1)=O)=O)C=CN2)F